tert-butyl 3-(1,1-difluoro-4-(((methylsulfonyl)oxy)methyl)pent-4-en-1-yl)-6,7-dihydro-2H-pyrazolo[4,3-c]pyridine-5(4H)-carboxylate FC(CCC(=C)COS(=O)(=O)C)(F)C=1NN=C2C1CN(CC2)C(=O)OC(C)(C)C